ClC1=CC=C(C=C1)C[C@H]1[C@@]([C@@](CC1)(C(=O)[O-])C)(CN1N=CN=C1)O (1R,2R,3S)-3-[(4-chlorophenyl)methyl]-2-hydroxy-1-methyl-2-(1H-1,2,4-triazol-1-ylmethyl)cyclopentanecarboxylate